tert-butyl (R)-(1-(6-amino-2-morpholinooxazolo[4,5-b]pyridin-5-yl)pyrrolidin-3-yl)carbamate NC=1C=C2C(=NC1N1C[C@@H](CC1)NC(OC(C)(C)C)=O)N=C(O2)N2CCOCC2